CN1C(C(=C(C2=CC(=C(C=C12)O[C@H]1COCC1)C#N)N1CCC(CC1)C=1OC2=C(N1)C=C(C=C2)C)C#N)=O |r| (rac)-1-methyl-4-[4-(5-methyl-1,3-benzoxazol-2-yl)piperidin-1-yl]-2-oxo-7-[tetrahydrofuran-3-yloxy]-1,2-dihydroquinoline-3,6-dicarbonitrile